ClC(C(=O)[O-])(C(C)C)CC1=CC=CC=C1.[I-].C(CCCCC)OC=1C(=NSN1)C1=CCC[N+](C1)(C(C1=CC=CC=C1)OC(CC(C)C)=O)C.C(CCCCC)OC=1C(=NSN1)C1=CCC[N+](C1)(C)C(OC(CC(C)C)=O)C1=CC=CC=C1 5-(4-(hexyloxy)-1,2,5-thiadiazol-3-yl)-1-methyl-1-(((3-methylbutanoyl)oxy)(phenyl)methyl)-1,2,3,6-tetrahydropyridin-1-ium iodide Chloro(phenyl)methyl-3-methylbutanoate